C(C=C)OCCCCCO pentylene glycol monoallyl ether